1-(2,8-dimethyl-[1,2,4]triazolo[1,5-a]pyridin-6-yl)-3-methyl-butan-1-one CC1=NN2C(C(=CC(=C2)C(CC(C)C)=O)C)=N1